C(C)OC(=O)C1=CC(C(C1)C1=CC=CC=C1)(C#N)C#N 3,3-dicyano-4-phenylcyclopent-1-ene-1-carboxylic acid ethyl ester